tert-butyl-6-fluoro-1,4-diazepane-1-carboxylate C(C)(C)(C)OC(=O)N1CCNCC(C1)F